N-[3-[4-(4-Methoxyphenyl)-1-piperazinyl]propyl]-1-methyl-6-oxopyrido[2,3-e]pyrrolo[1,2-a]pyrazine-5(6H)-acetamide COC1=CC=C(C=C1)N1CCN(CC1)CCCNC(CN1C(C=2N(C3=C1N=CC=C3C)C=CC2)=O)=O